4-(4-methylpiperazin-1-yl)-2-(2,2,2-trifluoro-N-(1-(2,2,2-trifluoroacetyl)piperidin-3-yl)acetamido)benzoyl chloride CN1CCN(CC1)C1=CC(=C(C(=O)Cl)C=C1)N(C(C(F)(F)F)=O)C1CN(CCC1)C(C(F)(F)F)=O